4-bromo-2-(4'-chlorophenyl)-1,5-dimethyl-1,2-dihydro-3H-pyrazol-3-one BrC=1C(N(N(C1C)C)C1=CC=C(C=C1)Cl)=O